[N]1C(C=CC=C1)=O 2H-1λ2-pyridin-2-one